1-tetradecanol C(CCCCCCCCCCCCC)O